[Si](C)(C)(C(C)(C)C)OCC(C)C=1C(=CN=NC1C(=C)OCC)C1=CC(=NN1)C12CCC(CC1)(CC2)C(=O)OC Methyl 4-{5-[5-{1-[(tert-butyldimethylsilyl)oxy]propan-2-yl}-6-(1-ethoxyvinyl)pyridazin-4-yl]-1H-pyrazole-3-yl}bicyclo[2.2.2]octane-1-carboxylate